N-(3-isopropylsulfanylphenyl)carbamic acid tert-butyl ester C(C)(C)(C)OC(NC1=CC(=CC=C1)SC(C)C)=O